N-cyclopropyl-7-(methylamino)-5-((1-(2,2,2-trifluoroethyl)-1H-pyrazol-5-yl)amino)pyrazolo[1,5-a]pyrimidine-3-carboxamide C1(CC1)NC(=O)C=1C=NN2C1N=C(C=C2NC)NC2=CC=NN2CC(F)(F)F